C(C)(C)OC1=NC=CC=C1NC=1C2=C(N=CN1)SC(=N2)C(=O)NCC2CCNCC2 7-[(2-Isopropoxy-3-pyridyl)amino]-N-(4-piperidinylmethyl)thiazolo[5,4-d]pyrimidine-2-carboxamide